cyclopenta[d][1,3]dioxole-4-carbaldehyde O1COC2C1=CC=C2C=O